1,3,5-tris[N,N-bis(4-methylphenyl)-amino]benzene CC1=CC=C(C=C1)N(C1=CC=C(C=C1)C)C1=CC(=CC(=C1)N(C1=CC=C(C=C1)C)C1=CC=C(C=C1)C)N(C1=CC=C(C=C1)C)C1=CC=C(C=C1)C